OC(C)(P(O)(=O)O)P(O)(=O)O.C1(=CC=CC=C1)C1=C(C(=NN=N1)C1=C(C=CC=C1)C1=C(C(=CC=2OC3=C(C21)C=CC=C3)C3=C(C(=CC=2C1=CC=CC=C1CC32)C)C)C3=C(C(=CC=2C1=CC=CC=C1CC32)C)C)C3=CC=CC=C3 (diphenyltriazinyl)[bis(dimethyl-fluorenyl)dibenzofuranyl]benzene 1-hydroxyethane-1,1-diphosphonate